C(C)(C)(C)[Si](C)(C)OC1CN(C1)C1=NC=NC(=C1OC)Cl tert-butyl-[1-(6-chloro-5-methoxy-pyrimidin-4-yl)azetidin-3-yl]oxy-dimethyl-silane